O-(4-nitrobenzoyl)-hydroxylamine [N+](=O)([O-])C1=CC=C(C(=O)ON)C=C1